Cl.N[C@@H]1CN(CC[C@@H]1O)C(=O)OCC1=CC=CC=C1 (cis)-benzyl 3-amino-4-hydroxypiperidine-1-carboxylate hydrochloride